N1=CN=CC(=C1)C=1C=CC=NC1 5-(pyrimidin-5-yl)pyridin